5-(2-chlorophenyl)-4-methoxy-N-(4-((4-methylpiperazin-1-yl)methyl)phenyl)-7H-pyrrolo[2,3-d]pyrimidin-2-amine ClC1=C(C=CC=C1)C1=CNC=2N=C(N=C(C21)OC)NC2=CC=C(C=C2)CN2CCN(CC2)C